N-(4-(3-((3-chlorophenethyl)amino)-2-hydroxypropoxy)phenyl)-N-methylmethanesulfonamide ClC=1C=C(CCNCC(COC2=CC=C(C=C2)N(S(=O)(=O)C)C)O)C=CC1